4-[(3,5-difluoro-2-pyridyl)sulfanyl]-6-[5-methyl-1-(4-piperidyl)pyrazol-4-yl]pyrazolo[1,5-a]pyridine-3-carbonitrile FC=1C(=NC=C(C1)F)SC=1C=2N(C=C(C1)C=1C=NN(C1C)C1CCNCC1)N=CC2C#N